di-tert-butyl (2S,4S)-4-((3-benzamidobenzoyl)oxy)pyrrolidine-1,2-dicarboxylate C(C1=CC=CC=C1)(=O)NC=1C=C(C(=O)O[C@H]2C[C@H](N(C2)C(=O)OC(C)(C)C)C(=O)OC(C)(C)C)C=CC1